C(C)N1C(NC2=CC(=CC=C2C1=S)CN1CC(CC1)N(C=1C=CC(=NC1)C(=O)NC)C)=O 5-((1-((3-ethyl-2-oxo-4-thioxo-1,2,3,4-tetrahydroquinazolin-7-yl)methyl)pyrrolidin-3-yl)(methyl)amino)-N-methylpicolinamide